7-(2-fluoro-6-methyl-phenyl)-N5-[[(3R)-3-piperidyl]methyl]isoquinoline-3,5-diamine FC1=C(C(=CC=C1)C)C=1C=C(C=2C=C(N=CC2C1)N)NC[C@H]1CNCCC1